7-phenyl-3,5-dihydro-4H-pyrrolo[3,2-d]pyrimidin-4-one C1(=CC=CC=C1)C1=CNC2=C1N=CNC2=O